N1(CCC(CCC1)C(=O)OC)C(=O)OC(C)(C)C 1-(tert-butyl) 4-methyl azepane-1,4-dicarboxylate